BrC=1C=C(C=CC1)CCO[Si](C)(C)C(C)(C)C 2-(3-bromophenyl)ethoxy-tert-butyl-dimethyl-silane